C(CCCCCCC)(=O)ON(CCO)CCCCCC1OC(OC1)CCCCCCCCCC ((5-(2-decyl-1,3-dioxolan-4-yl) pentyl) (2-hydroxyethyl) amino) octanoate